C1(CC1)C1=CC(=NC=C1)NC(N(C1CC2(CN(C2)C(=O)C2=C3N(N=C2)C=CN3C)C1)C)=O 3-(4-cyclopropylpyridin-2-yl)-1-methyl-1-(2-(1-methyl-1H-imidazo[1,2-b]pyrazole-7-carbonyl)-2-azaspiro[3.3]heptan-6-yl)urea